C1(CC1)C=1C(=C(C(=NC1)C(=O)C1=C2C=NN(C2=C(C=C1)F)C1OCCCC1)[N+](=O)[O-])C (5-Cyclopropyl-4-methyl-3-nitro-2-pyridyl)-(7-fluoro-1-tetrahydropyran-2-yl-indazol-4-yl)methanone